NC1=NC=NN2C1=CC=C2[C@]2([C@@H]([C@@H]([C@H](O2)COC(=O)N[C@@H](C(C)C)C(=O)O)O)O)C#N ((((2R,3S,4R,5R)-5-(4-aminopyrrolo[2,1-f][1,2,4]triazin-7-yl)-5-cyano-3,4-dihydroxytetrahydrofuran-2-yl)methoxy)carbonyl)-L-valine